COC(=O)C1CCN2C(=CC=C12)C(C1=CC=CC=C1)=O.CON(C(C(C)OC)=O)CC1=CC=C(C=C1)C1=NOC(=N1)C(F)(F)F N,2-dimethoxy-N-[[4-[5-(trifluoromethyl)-1,2,4-oxadiazol-3-yl]phenyl]methyl]propanamide methyl-5-(benzoyl)-2,3-dihydro-1H-pyrrolizine-1-carboxylate